IC1=CC2=C([C@@]3(OCC2)C[C@H](N(CC3)C(=O)OC(C)(C)C)C=3N=NN(C3)C[Si](C)(C)C)S1 tert-butyl (2S,4S)-2'-iodo-2-(1-((trimethylsilyl)methyl)-1H-1,2,3-triazol-4-yl)-4',5'-dihydrospiro[piperidine-4,7'-thieno[2,3-c]pyran]-1-carboxylate